Aluminum-calcium-silicon [Si].[Ca].[Al]